C(=O)(O)CN1C(=NC=C1)CN(CCCCCNC(CCCNC(NCCC)=O)=O)CC=1N(C=CN1)CC(=O)O (7S,12S,16S)-1-(1-(carboxymethyl)-1H-imidazol-2-yl)-2-((1-(carboxymethyl)-1H-imidazol-2-yl)methyl)-9,14-dioxo-2,8,13,15-tetraazaOctadecane